BrC1=C(C#N)C(=CC=C1)C1=CC(=CN(C1=O)C1=CC=CC=C1)C1=NC=CC=C1 2-bromo-6-(6'-oxo-1'-phenyl-1',6'-dihydro-[2,3'-bipyridin]-5'-yl)benzonitrile